26-((2-undecyl-1,3-dioxan-5-yl)oxy)-3,6,9,12,15,18,21,24-octaoxahexacosan-1-ol C(CCCCCCCCCC)C1OCC(CO1)OCCOCCOCCOCCOCCOCCOCCOCCOCCO